bis(ethylisopropylamino)propylvinylsilane C(C)N(C(C)C)C(CCC=C[SiH3])N(CC)C(C)C